4-[5-fluoro-3-(5-fluoropyridin-2-yl)-1H-pyrrolo[3,2-b]pyridin-2-yl]pyridin FC1=CC=C2C(=N1)C(=C(N2)C2=CC=NC=C2)C2=NC=C(C=C2)F